ClC=1C=C(C=C2C=C(N=CC12)NC(=O)[C@H]1[C@@H](C1)C#N)B(O)O 8-chloro-3-((trans)-2-cyanocyclopropanecarboxamido)isoquinolin-6-ylboronic acid